(E)-3-(3-Hydroxy-4-nitrophenyl)-1-phenylprop-2-en-1-one OC=1C=C(C=CC1[N+](=O)[O-])/C=C/C(=O)C1=CC=CC=C1